5-formyl-4-methoxy-2-phenyl-1-[[4-[2-(n-butylaminocarbonylsulfonamido)-5-isobutyl-3-thienyl]phenyl]methyl]imidazole C(=O)C1=C(N=C(N1CC1=CC=C(C=C1)C1=C(SC(=C1)CC(C)C)NS(=O)(=O)C(=O)NCCCC)C1=CC=CC=C1)OC